ClC1=CC=C(C(=N1)OC)N1CCCC2=CC=CC=C12 1-(6-chloro-2-methoxypyridin-3-yl)-1,2,3,4-tetrahydroquinoline